ethyl 3-hydrazineylcyclobutane-1-carboxylate N(N)C1CC(C1)C(=O)OCC